4,5-dichloro-2-[1-hydroxy-1-(piperidin-4-yl)ethyl]phenol ClC1=CC(=C(C=C1Cl)O)C(C)(C1CCNCC1)O